NC1=C(C(=O)NC2CCC(CC2)O)C=C(C=N1)C1=CC=C(C=C1)[C@@]12CN(C[C@H]2C1)C1CCC(CC1)(F)F 2-amino-5-(4-((1R,5S)-3-(4,4-difluorocyclohexyl)-3-azabicyclo[3.1.0]hex-1-yl)phenyl)-N-((1R,4R)-4-hydroxycyclohexyl)nicotinamide